NC1=NC=C(C2=C1C(=C(N2C)C2=CC=C(C=C2)NC(C=C)=O)C2=CC(=C(C(=C2)F)OC2=NC=C(C(=N2)C)F)F)C#N N-(4-(4-amino-7-cyano-3-(3,5-difluoro-4-((5-fluoro-4-methylpyrimidin-2-yl)oxy)phenyl)-1-methyl-1H-pyrrolo[3,2-c]pyridin-2-yl)phenyl)acrylamide